BrC=1C=C(C=CC1)S(=O)(=O)NC1=C(C(=O)NC=2SC=CN2)C=CC(=C1)C 2-((3-bromophenyl)sulfonamido)-4-methyl-N-(thiazol-2-yl)benzamide